NC1CCC(CC1)OC1=CC(=C(C#N)C=C1)Br 4-(((1r,4r)-4-aminocyclohexyl)oxy)-2-bromobenzonitrile